NC1=CC(=C(CCN2[C@@H](O[C@H](C2=O)C)C=2C(=NN(C2)C2=CC=C(C=C2)Br)C2=CNC=C2)C=C1)F (2S,5S)-3-(4-amino-2-fluorophenethyl)-2-(1-(4-bromophenyl)-3-(1H-pyrrol-3-yl)-1H-pyrazol-4-yl)-5-methyloxazolidin-4-one